(methoxymethyl)-3H-imidazo[4,5-b]pyridine COCC1=NC=2C(=NC=CC2)N1